3-fluoro-5-methoxy-2,6-dinitropyridine FC=1C(=NC(=C(C1)OC)[N+](=O)[O-])[N+](=O)[O-]